1-(2-methoxyphenylmethyleneamino)piperazine-2,5-dione COC1=C(C=CC=C1)C=NN1C(CNC(C1)=O)=O